ClC=1C=C(C(=O)OCC)C=C(C1)Cl ethyl 3,5-dichlorobenzoate